(R)-2-((1,1,1-trifluoropropan-2-yl)oxy)acetic acid FC([C@@H](C)OCC(=O)O)(F)F